C(C1=CC=CC=C1)OC(CCCC1=NN(C=C1)C(=O)OC(C)(C)C)=O tert-butyl 3-(4-benzyloxy-4-oxo-butyl)pyrazole-1-carboxylate